(S)-2-amino-3-(piperazin-1-yl)propanoic acid N[C@H](C(=O)O)CN1CCNCC1